lutetium-yttrium oxy orthosilicate [Si]1(OOO1)([O-])[O-].[Y+3].[Lu+3].O1O[Si](O1)([O-])[O-].O1O[Si](O1)([O-])[O-]